OC(COC=1C=C(C=2N(C1)N=CC2C#N)C=2C=NC(=CC2)N2CC1N(C(C2)C1)CC=1NC=C(N1)C)(C)C 6-(2-hydroxy-2-methylpropoxy)-4-(6-(6-((4-methyl-1H-imidazol-2-yl)methyl)-3,6-diazabicyclo[3.1.1]heptan-3-yl)pyridin-3-yl)pyrazolo[1,5-a]pyridine-3-carbonitrile